COC(COC([C@@H](N)CC1=CC=CC=C1)=O)(C)C L-phenylalanine-2-methoxy-2-methylpropyl ester